2-[4-(bromomethyl)phenyl]-4-methyl-5-(trifluoromethoxy)pyridine BrCC1=CC=C(C=C1)C1=NC=C(C(=C1)C)OC(F)(F)F